NC=1C(NC2=C3N=CC=CC3=C(C=C2C1C1=C2C=NNC2=C(C=C1)F)C1CCN(CC1)C(C)C)=O 3-amino-4-(7-fluoro-1H-indazol-4-yl)-6-(1-propan-2-ylpiperidin-4-yl)-1H-1,10-phenanthrolin-2-one